N-[(4-methoxyphenyl)methyl]N-methyl-benzenesulfonamide COC1=CC=C(C=C1)CN(S(=O)(=O)C1=CC=CC=C1)C